P(=O)(OCC(COC(CCCCCCCCCCCCCCCCC)=O)OC(CCCCC1(N=N1)CCCCCCCCCC)=O)(OCC[N+](C)(C)C)[O-] 2-((5-(3-decyl-3H-diazirin-3-yl)pentanoyl)oxy)-3-(stearoyloxy)propyl (2-(trimethylammonio)ethyl) phosphate